2-(8-ethyl-7-Fluoro-3-(methoxymethoxy)naphthalen-1-yl)-4,4,5,5-tetramethyl-1,3,2-dioxaborolane C(C)C=1C(=CC=C2C=C(C=C(C12)B1OC(C(O1)(C)C)(C)C)OCOC)F